CN1CCN(CC1)C1=NC=CC(=C1)C=1C=C2C(=NC1)NC=C2C2=CC=1N(C=C2)N=CN1 7-(5-(2-(4-methylpiperazin-1-yl)pyridin-4-yl)-1H-pyrrolo[2,3-b]pyridin-3-yl)-[1,2,4]triazolo[1,5-a]pyridine